C(C1=CC=CC=C1)N(C[C@@H](C(S(=O)(=O)C1=CC=CC=C1)(F)F)N[S@](=O)C(C)(C)C)CC1=CC=CC=C1 (R)-N-((S)-3-(dibenzylamino)-1,1-difluoro-1-(phenylsulfonyl)-propan-2-yl)-2-methylpropane-2-sulfinamide